C(#N)C=1C(=NN(C1N(C)CC1=CC=C(C=C1)C(N)=N)C(=O)C1=C(OC=C1)C)C1C(C(N(CC1)C(CN1CCOCC1)=O)=O)C(F)(F)F 4-({[4-cyano-1-(2-methylfuran-3-carbonyl)-3-{1-[2-(morpholin-4-yl)acetyl]-2-oxo-3-(trifluoromethyl)piperidin-4-yl}-1H-pyrazol-5-yl](methyl)amino}methyl)benzene-1-carboximidamide